NC1=NC=CC(=N1)CC=1C=CC2=C(NC(O[C@@]2(C(C)(F)F)C#CC2CC2)=O)C1 (S)-7-((2-aminopyrimidin-4-yl)methyl)-4-(cyclopropylethynyl)-4-(1,1-difluoroethyl)-1,4-dihydro-2H-benzo[d][1,3]oxazin-2-one